NC1=NC2=CC=C(C=C2C=C1C)C(=O)N(CC1=NC=C(C=C1)C(F)(F)F)[C@H]1COCC2=C1C=CC=C2 2-amino-N-((4R)-3,4-dihydro-1H-2-benzopyran-4-yl)-3-methyl-N-((5-(trifluoromethyl)-2-pyridinyl)methyl)-6-quinolinecarboxamide